ClC1=C(C=C(CC[C@@]2(CN(CCC2)C2=CC(=C(C(=C2)F)S(=O)(=O)N(C2=NC=NC=C2)CC2=C(C=C(C=C2)OC)OC)F)N(C)C)C=C1)C(F)(F)F (R)-4-(3-(4-chloro-3-(trifluoromethyl)phenethyl)-3-(dimethylamino)piperidin-1-yl)-N-(2,4-dimethoxybenzyl)-2,6-difluoro-N-(pyrimidin-4-yl)benzenesulfonamide